2-(2-amino-4-(trifluoromethyl)benzo[d]thiazol-6-yloxy)ethylcarbamic acid tert-butyl ester C(C)(C)(C)OC(NCCOC1=CC2=C(N=C(S2)N)C(=C1)C(F)(F)F)=O